tert-butyl (3R)-3-(4-benzyloxy-3-formyl-phenoxy)piperidine-1-carboxylate C(C1=CC=CC=C1)OC1=C(C=C(O[C@H]2CN(CCC2)C(=O)OC(C)(C)C)C=C1)C=O